ClC1=NC=CC(=N1)NC1=C(C=CC=C1)NS(=O)(=O)CC N-(2-((2-chloropyrimidin-4-yl)amino)phenyl)ethanesulfonamide